(3Z)-7,7-dinonyloxy-1,3-heptadiene C(CCCCCCCC)OC(CC\C=C/C=C)OCCCCCCCCC